bis-aminomethylenedi-furfuryl-amine NC=C1C(C(NCC2=CC=CO2)=CN)OC=C1